IC(C(C(C(C(I)(F)F)(Cl)F)(F)F)(Cl)F)(F)F 1,5-diiodo-2,4-dichloroperfluoropentane